1-(3-(2,3-dichlorophenyl)imidazo[1,5-a]pyrazin-8-yl)-4-methylpiperidin-4-amine ClC1=C(C=CC=C1Cl)C1=NC=C2N1C=CN=C2N2CCC(CC2)(N)C